C12=C(CC(=C3C=CC=4C(=C13)C=CC=CC4)C(=O)[O-])C2 methanocyclohepta[a]naphthalene-4-carboxylate